N-(6-(2-(tert-butoxy)ethyl)-6-azaspiro[2.5]oct-1-yl)-3,5-dichlorobenzamide C(C)(C)(C)OCCN1CCC2(CC2NC(C2=CC(=CC(=C2)Cl)Cl)=O)CC1